6-Hydroxy-N-undecyl-2-naphthamide OC=1C=C2C=CC(=CC2=CC1)C(=O)NCCCCCCCCCCC